4-[[Tert-butyl-(dimethyl)silyl]oxymethyl]cyclohexanol C(C)(C)(C)[Si](OCC1CCC(CC1)O)(C)C